FC(C(=O)O)(F)F.NC1=NC2=CC(=CC=C2C=C1Br)OC[C@@H]1[C@H]([C@H]([C@@H](O1)N1N=C(C=2C(=N1)N=CN2)N)O)O 2-[5-O-(2-amino-3-bromo-7-quinolinyl)-β-D-ribofuranosyl]-2H-imidazo[4,5-d][1,2,3]triazin-4-amine trifluoroacetate